ethyl 3-(3,4-dichlorophenyl)-3-oxo-propionate ClC=1C=C(C=CC1Cl)C(CC(=O)OCC)=O